BrC1=CC(=C(C(=O)NC=2C=C(C=3N(C2)C=CN3)N3CCC(CC3)(F)F)C=C1)N1CCC3(CC3)CC1 4-bromo-N-(8-(4,4-difluoropiperidin-1-yl)imidazo[1,2-a]pyridin-6-yl)-2-(6-azaspiro[2.5]oct-6-yl)benzamide